2,4-dimethoxypyridine COC1=NC=CC(=C1)OC